C(CCCCCCCCCCCCCCCCCCCCC)(=O)NCCCNCCCC behenamidopropyl-butylamine